ClC1=CN=C2N1C=C(N=C2CC2=C(C=CC=C2)F)C2=NC=C(C(=N2)Cl)F 3-chloro-6-(4-chloro-5-fluoropyrimidin-2-yl)-8-(2-fluorobenzyl)imidazo[1,2-a]pyrazine